5,5-dimethyl-4H-isoxazole CC1(CC=NO1)C